FC1=CC=C(C=C1)NC(=O)C1(CC1)C(=O)NC1=CC=C(C=C1)OC1=CC=NC2=CC(=CC=C12)C1=NC=CC=C1 1-N'-(4-fluorophenyl)-1-N-[4-(7-pyridin-2-ylquinolin-4-yl)oxyphenyl]cyclopropane-1,1-dicarboxamide